1,4-diaza-cyclohexane N1CCNCC1